COC(=O)CC[C@@H](C(=O)O)N L-glutamic acid-γ-methyl ester